[1-[(1R)-1-[(1R,2R)-2-[(6-chloro-2,2,7-trimethyl-chroman-4-yl)carbamoyl]cyclopropyl]-3-methoxy-propyl]-4,4-dimethyl-6-oxo-hexahydropyrimidin-2-ylidene]ammonium ClC=1C=C2C(CC(OC2=CC1C)(C)C)NC(=O)[C@H]1[C@@H](C1)[C@@H](CCOC)N1C(NC(CC1=O)(C)C)=[NH2+]